C(C)(C)(C)OC(=O)N1CC2CNCC2C1.FC(OC1=CC=C(C=C1)N1CC2C(C1)CN(C2)C(=O)OC(C)(C)C)(F)F tert-butyl 5-[4-(trifluoromethoxy)phenyl]-octahydropyrrolo[3,4-c]pyrrole-2-carboxylate tert-butyl-octahydropyrrolo[3,4-c]pyrrole-2-carboxylate